3-((5-(3-(2-fluoroethyl)-2-methyl-3H-imidazo[4,5-b]pyridin-5-yl)pyrrolo[2,1-f][1,2,4]triazin-2-yl)amino)-1-methylcyclobutan-1-ol FCCN1C(=NC=2C1=NC(=CC2)C=2C=CN1N=C(N=CC12)NC1CC(C1)(O)C)C